(2,6-dimethylphenol) aluminum [Al].CC1=C(C(=CC=C1)C)O